5-benzyl-3-(3-tert-butylphenyl)-N-[(1R)-3-methyl-1-[(1S,2S,6R,8S)-2,9,9-trimethyl-3,5-dioxa-4-boratricyclo[6.1.1.02,6]decan-4-yl]butyl]-4,5-dihydro-1,2-oxazol-5-carboxamide C(C1=CC=CC=C1)C1(CC(=NO1)C1=CC(=CC=C1)C(C)(C)C)C(=O)N[C@@H](CC(C)C)B1O[C@]2([C@@H]3C([C@H](C[C@H]2O1)C3)(C)C)C